2-[8-(1H-indazol-5-ylamino)-1-oxo-2-isoquinolyl]-N-(2,2,2-trifluoroethyl)acetamide N1N=CC2=CC(=CC=C12)NC=1C=CC=C2C=CN(C(C12)=O)CC(=O)NCC(F)(F)F